(R)-N-(1-(2,2-difluorocyclopropyl)-2-hydroxyethyl)-2-methylpropane-2-sulfinamide FC1(C(C1)C(CO)N[S@](=O)C(C)(C)C)F